N-(p-toluenesulfonylaminocarbonyl)-leucine CC1=CC=C(C=C1)S(=O)(=O)NC(=O)N[C@@H](CC(C)C)C(=O)O